Nerylpropionate C(\C=C(\C)/CCC=C(C)C)OC(CC)=O